6-bromo-1-(2,6-dioxopiperidin-3-yl)-1,2,3,4-tetrahydroquinolin-7-yl sulfurofluoridate S(OC1=C(C=C2CCCN(C2=C1)C1C(NC(CC1)=O)=O)Br)(=O)(=O)F